methyl (E) and (Z)-2-methyl-8-(naphthalen-1-ylmethyl)-6-oxo-7-(prop-1-en-1-yl)-9-(3-(trifluoromethyl)phenyl)-3,4-dihydro-2H,6H-pyrido[1,2-e][1,2,5]thiadiazine-4-carboxylate 1,1-dioxide CN1S(C=2N(C(C1)C(=O)OC)C(C(=C(C2C2=CC(=CC=C2)C(F)(F)F)CC2=CC=CC1=CC=CC=C21)C=CC)=O)(=O)=O